bis-(2,6-di-t-butyl-4-methylphenyl)pentaerythritol C(C)(C)(C)C1=C(C(=CC(=C1)C)C(C)(C)C)C(O)(C(CO)(CO)CO)C1=C(C=C(C=C1C(C)(C)C)C)C(C)(C)C